3-(4-acetamidophenyl)-N-(4-cyanophenyl)-N-methyl-imidazo[1,2-a]pyrazine-6-carboxamide C(C)(=O)NC1=CC=C(C=C1)C1=CN=C2N1C=C(N=C2)C(=O)N(C)C2=CC=C(C=C2)C#N